FC1=C(C(=C(C=C1OC)OC)F)C1CCC=2C(=NNC2C1)C1=C(C=NN1C)[N+](=O)[O-] 6-(2,6-difluoro-3,5-dimethoxyphenyl)-3-(1-methyl-4-nitro-1H-pyrazol-5-yl)-4,5,6,7-tetrahydro-1H-indazole